2-benzyl-4-chloro-N-(8-fluoro-3-quinolyl)-2-methyl-pent-4-enamide C(C1=CC=CC=C1)C(C(=O)NC=1C=NC2=C(C=CC=C2C1)F)(CC(=C)Cl)C